FC1=CC=C2C=NN(C2=C1B1OC(C(O1)(C)C)(C)C)C 6-fluoro-1-methyl-7-(4,4,5,5-tetramethyl-1,3,2-dioxaborolan-2-yl)-1H-indazole